4-Cyclopropyl-2-(4-fluoro-2-methylphenoxy)-N-(4-fluoro-3-(oxiran-2-ylmethoxy)phenyl)-5-(trifluoromethyl)benzamide C1(CC1)C1=CC(=C(C(=O)NC2=CC(=C(C=C2)F)OCC2OC2)C=C1C(F)(F)F)OC1=C(C=C(C=C1)F)C